ClC=1C(=CC(=NC1)NC=1C=C(C=CC1)C(N1CCN(CC1)C(C)C)C(=O)C(C1=CC(=CC=C1)NC1=NC=C(C(=C1)NCC1=CC(=CC=C1)F)Cl)N1CCN(CC1)C(C)C)NCC1=CC(=CC=C1)F [3-({5-Chloro-4-[(3-fluorobenzyl)amino]pyridin-2-yl}amino)phenyl](4-isopropylpiperazin-1-yl)methylketone